methyl 4-methoxy-1,2-dihydrothieno[3,2-e]benzofuran-7-carboxylate COC1=CC2=C(C=3CCOC31)C=C(S2)C(=O)OC